1,2,3-triazole-4,5-dicarboxylic acid ethyl ester C(C)OC(=O)C=1N=NNC1C(=O)O